(2S)-2-[1-(cyanoacetyl)-1,2,3,4-tetrahydroquinolin-6-yl]-N-(4-fluorophenyl)propanamide C(#N)CC(=O)N1CCCC2=CC(=CC=C12)[C@@H](C(=O)NC1=CC=C(C=C1)F)C